N-(4-chloro-2-(6-(2,6-dichloro-3,5-dimethoxyphenyl)-4,5,6,7-tetrahydro-1H-indazol-3-yl)phenyl)acrylamide ClC1=CC(=C(C=C1)NC(C=C)=O)C1=NNC=2CC(CCC12)C1=C(C(=CC(=C1Cl)OC)OC)Cl